(alpha-n-pentanonyl)benzoic acid C(CCCC)(=O)C1=C(C(=O)O)C=CC=C1